N1CCC2(CC1)OCC1=CC(=CC=C12)C#N spiro[isobenzofuran-1,4'-piperidine]-5-carbonitrile